C(C1=CC=CC=C1)OC(C[C@H](NC(=O)OC(C)(C)C)C(=O)O)=O N-(t-butoxycarbonyl)aspartic acid 4-benzyl ester